5-(4-Cyclobutylphenyl)-7-oxo-4,7-dihydropyrazolo[1,5-a]pyrimidine-3-carboxylic acid ethyl ester C(C)OC(=O)C=1C=NN2C1NC(=CC2=O)C2=CC=C(C=C2)C2CCC2